OC1=NC(=NC=C1C(=O)NCC(=O)O)NS(=O)(=O)C1=CC=C(C=C1)OC1=CC=CC=C1 2-(4-hydroxy-2-(4-phenoxybenzenesulfonylamino)pyrimidine-5-carboxamido)acetic acid